(R)-N-(3,5-dimethoxyphenyl)piperidin-3-amine COC=1C=C(C=C(C1)OC)N[C@H]1CNCCC1